FC([C@](C)(O)C=1NC(=CN1)CC1=CC=NC=C1)(F)F (R)-1,1,1-Trifluoro-2-(5-(pyridin-4-ylmethyl)-1H-imidazol-2-yl)propan-2-ol